C(C1=CC=CC=C1)C=1NC(=NN1)C(=O)NC1=NC=CC(=C1)C1=C(C=CC(=C1)C(F)(F)F)OC 5-benzyl-N-(4-(2-methoxy-5-(trifluoromethyl)phenyl)pyridin-2-yl)-4H-1,2,4-triazole-3-carboxamide